8-chloro-11-(3-(4-chloro-3,5-dimethylphenoxy)propyl)-7-(3,5-dimethyl-1-((2-(trimethylsilyl)ethoxy)methyl)-1H-pyrazol-4-yl)-2,3,4,5-tetrahydro-1H-[1,4]diazepino[1,2-a]indol-1-one ClC=1C=CC=2C(=C3N(C2C1C=1C(=NN(C1C)COCC[Si](C)(C)C)C)CCCNC3=O)CCCOC3=CC(=C(C(=C3)C)Cl)C